3-(4-methylphenyl)-1-(2,2-dimethyl-2,3-dihydrobenzofuran-5-yl)-2-(trifluoromethyl)prop-2-en-1-one CC1=CC=C(C=C1)C=C(C(=O)C=1C=CC2=C(CC(O2)(C)C)C1)C(F)(F)F